propoxyl-trimethylolpropane triacrylate C(C=C)(=O)O.C(C=C)(=O)O.C(C=C)(=O)O.O(CCC)C(C(CO)(CO)CO)C